3-[2-chloro-3-[4-(1,4-dimethyl-2-oxo-3-pyridyl)phenyl]phenyl]piperidine-2,6-dione ClC1=C(C=CC=C1C1=CC=C(C=C1)C=1C(N(C=CC1C)C)=O)C1C(NC(CC1)=O)=O